3-((3-amino-1H-indazol-4-yl)ethynyl)-N-(3,5-bis(trifluoromethyl)phenyl)benzamide NC1=NNC2=CC=CC(=C12)C#CC=1C=C(C(=O)NC2=CC(=CC(=C2)C(F)(F)F)C(F)(F)F)C=CC1